CS(=O)(=O)N1CCC(CC1)C1=CC(=C(C=2N1N=C(N2)N)C2=CC(=CC=C2)C(F)(F)F)C=2C=NNC2 (1-(methylsulfonyl)piperidin-4-yl)-7-(1H-pyrazol-4-yl)-8-(3-(trifluoromethyl)phenyl)-[1,2,4]triazolo[1,5-a]pyridin-2-amine